6-ethyl-5-isobutylpyrazine-2-carboxamide C(C)C1=C(N=CC(=N1)C(=O)N)CC(C)C